(S)-1-(3-(2-hydroxyethylsulfonyl)phenoxy)-3-((R)-8-(quinolin-3-ylsulfonyl)-1-oxa-8-azaspiro[4.5]decan-3-ylamino)propan-2-ol OCCS(=O)(=O)C=1C=C(OC[C@H](CN[C@H]2COC3(C2)CCN(CC3)S(=O)(=O)C=3C=NC2=CC=CC=C2C3)O)C=CC1